C(C1=CC=CC=C1)OC(=O)N1CC(CC(C1)O)CN1C(C2=CC=CC=C2C1=O)=O 3-[(1,3-dioxoisoindolin-2-yl)methyl]-5-hydroxy-piperidine-1-carboxylic acid benzyl ester